2-(acetamido-methyl)-4-(4,4-difluoro-1-(1-((5-fluoropyridin-2-yl)amino)-1-oxopropan-2-yl)piperidin-3-yl)-pyridine 1-oxide C(C)(=O)NCC1=[N+](C=CC(=C1)C1CN(CCC1(F)F)C(C(=O)NC1=NC=C(C=C1)F)C)[O-]